5-(2-Phenylbutyrylamino)thiazole-4-carboxylic acid C1(=CC=CC=C1)C(C(=O)NC1=C(N=CS1)C(=O)O)CC